BrC1=CN2C(S1)=C(C=N2)C(=O)NC=2C(=NC=C(C2)C(NCCCCC(C)(C)C)=O)C 2-bromo-N-(5-((2-(3,3-dimethylbutan-1-yl)ethyl)carbamoyl)-2-methylpyridin-3-yl)pyrazolo[5,1-b]Thiazole-7-carboxamide